C(#N)CCN1N=C(C(=C1)C1=CN=C2N1C=CN=C2NC2=CC(=C(C(=O)NC)C=C2)CC)C(F)(F)F 4-[[3-[1-(2-cyanoethyl)-3-(trifluoromethyl)pyrazol-4-yl]imidazo[1,2-a]pyrazin-8-yl]amino]-2-ethyl-N-methylbenzamide